1-heptyl-3-methylpyrrolium fluoride [F-].C(CCCCCC)[NH+]1C=C(C=C1)C